13-bromo-20-chloro-14-hydroxy-19-methoxy-10,16,16-trioxo-9-oxa-16λ6-thia-17-azatetracyclo[16.3.1.111,15.02,7]tricosa-1(22),2,4,6,11(23),12,14,18,20-nonaene-4-carbonitrile BrC1=CC=2C(OCC3=CC=C(C=C3C=3C=C(C(=C(NS(C(=C1O)C2)(=O)=O)C3)OC)Cl)C#N)=O